methyl 2-(bromoethyl)-4,5-difluoro-methylbenzoate BrCCC1=C(C(=O)OC)C=C(C(=C1C)F)F